2-Methyl-6-(3'-(Methylsulfonyl)-[1,1'-Biphenyl]-4-yl)-1H-benzo[d]Imidazol CC1=NC2=C(N1)C=C(C=C2)C2=CC=C(C=C2)C2=CC(=CC=C2)S(=O)(=O)C